CC(=CCC[C@@](C)([C@H]1CC[C@@]2([C@@H]1[C@@H](C[C@H]3[C@]2(C[C@@H]([C@@H]4[C@@]3(CC[C@@H](C4(C)C)O)C)O[C@H]5[C@@H]([C@H]([C@@H]([C@H](O5)CO)O)O)O)C)O)C)O)C The molecule is a tetracyclic triterpenoid that is (20S)-protopanaxadiol which is substituted by beta-D-glucoside at the 6alpha position. It has a role as a plant metabolite. It is a beta-D-glucoside, a 12beta-hydroxy steroid, a tetracyclic triterpenoid, a ginsenoside, a 3beta-hydroxy steroid and a 3beta-hydroxy-4,4-dimethylsteroid. It derives from a hydride of a dammarane.